ClC=1C=C(C=CC1C(F)(F)F)CC(=O)N[C@H](C)C=1C=C2C(=CN1)N(N=C2)CC(F)(F)F (R)-2-(3-chloro-4-(trifluoromethyl)phenyl)-N-(1-(1-(2,2,2-trifluoroethyl)-1H-pyrazolo[3,4-c]pyridin-5-yl)ethyl)acetamide